C1(CC1)CNCC1=CC=C(C=C1)C1COC2=C(O1)C=CC=C2 1-cyclopropyl-N-[4-(2,3-dihydro-1,4-benzodioxin-2-yl)benzyl]methanamine